N=1N(N=C2C1C=CC=C2)N2N=C1C(=N2)C=C(C=C1C(C)(C1=CC=CC=C1)C)C(C)(C)C1=CC=CC=C1 2-(2H-benzotriazol-2-yl)-4,6-bis(1-methyl-1-phenylethyl)Benzotriazole